N-[(4-{[(3S)-1-(2-fluoroethyl)pyrrolidin-3-yl]amino}-3-nitrophenyl)sulfonyl]-2-(1H-pyrrolo[2,3-b]pyridin-5-yloxy)benzamide FCCN1C[C@H](CC1)NC1=C(C=C(C=C1)S(=O)(=O)NC(C1=C(C=CC=C1)OC=1C=C2C(=NC1)NC=C2)=O)[N+](=O)[O-]